COC=1C=C(C=CC1OC)C=1NC2=CC=C(C=C2C1C(C)C)C1CCN(CC1)C(C[C@H](C)O)=O (S)-1-(4-(2-(3,4-dimethoxyphenyl)-3-isopropyl-1H-indol-5-yl)piperidin-1-yl)-3-hydroxybutan-1-one